C(C)C=1C=C(C=2C=CC=3N(C2N1)C=C(N3)C=3OC=NN3)C(F)(F)F 2-[2-ethyl-4-(trifluoromethyl)imidazo[1,2-a]1,8-naphthyridin-8-yl]-1,3,4-oxadiazole